1-hexadecanoyl-2-(11Z-eicosenoyl)-glycero-3-phosphoserine CCCCCCCCCCCCCCCC(=O)OC[C@H](COP(=O)(O)OC[C@@H](C(=O)O)N)OC(=O)CCCCCCCCC/C=C\CCCCCCCC